bromo-2-(3-methyl-1H-pyrazol-4-yl)quinoxaline tert-Butyl-((1S,3R)-3-((5-bromo-2-(methylamino)phenyl)carbamoyl)cyclohexyl)carbamate C(C)(C)(C)N(C(O)=O)[C@@H]1C[C@@H](CCC1)C(NC1=C(C=CC(=C1)Br)NC)=O.BrC=1C(=NC2=CC=CC=C2N1)C=1C(=NNC1)C